N-(3-((tert-butyldimethylsilyl)oxy)-3-(6-chloro-5-fluoropyridin-3-yl)propyl)-3-(pyridin-4-yl)-1-((2-(trimethylsilyl)ethoxy)methyl)-1H-pyrazol-5-amine [Si](C)(C)(C(C)(C)C)OC(CCNC1=CC(=NN1COCC[Si](C)(C)C)C1=CC=NC=C1)C=1C=NC(=C(C1)F)Cl